FC1=C(OC2=[N+](C=CC=C2)C)C(=CC(=C1)C1=NC(=NS1)C1=CC=C(C=C1)N1CCCC1)C=O 2-(2-fluoro-6-formyl-4-(3-(4-(pyrrolidin-1-yl)phenyl)-1,2,4-thiadiazol-5-yl)phenoxy)-1-methylpyridin-1-ium